ClC=1C=C(C=CC1F)NC(N([C@H](C)C1=CNC(C2=CC=CC=C12)=O)C(C([2H])([2H])[2H])([2H])[2H])=O (R)-3-(3-chloro-4-fluorophenyl)-1-(ethyl-d5)-1-(1-(1-oxo-1,2-dihydroisoquinolin-4-yl)ethyl)urea